IC=1N(C=2C=CC=C(C2C1)N)CC(F)(F)F 2-iodo-1-(2,2,2-trifluoroethyl)-1H-indol-4-amine